N-(2-(furan-2-yl)ethyl)-4-(trifluoromethyl)benzamide O1C(=CC=C1)CCNC(C1=CC=C(C=C1)C(F)(F)F)=O